FC=1C=C(C=C(C1)OC)C1CCC2(CN(C2)C(=O)C2CC(C2)(C)O)CC1 (7-(3-Fluoro-5-methoxyphenyl)-2-azaspiro[3.5]nonan-2-yl)((1s,3s)-3-hydroxy-3-methylcyclobutyl)methanone